N,N-dimethyl-3-(p-tolyl)isoquinolin-1-amine CN(C1=NC(=CC2=CC=CC=C12)C1=CC=C(C=C1)C)C